Cl.Cl.FC1=CC=C(C=C1)CC1=CC=C2C(CN(C2=C1)C(CN1[C@H](CN[C@@H](C1)C)CN1[C@@H](COCC1)C)=O)(C(=O)N)C 6-[(4-fluorophenyl)methyl]-3-methyl-1-[2-[(2R,5R)-5-methyl-2-[[(3R)-3-methylmorpholin-4-yl]methyl]piperazin-1-yl]acetyl]indoline-3-carboxamide dihydrochloride